COC1=C(C=CC(=C1)S(=O)(=O)C)NCC#CC=1N=C2N(C=CC=C2[C@@H](C)NC2=CC=NN2C)C1CC(F)(F)F (R)-N-(1-(2-(3-((2-methoxy-4-(methylsulfonyl)phenyl)amino)prop-1-yn-1-yl)-3-(2,2,2-trifluoroethyl)imidazo[1,2-a]pyridin-8-yl)ethyl)-1-methyl-1H-pyrazol-5-amine